FC1=CC=C(C=C1)N=NC1(C(N2C(SC1)=NC1=C2C=CC=C1)=O)C 3-((4-Fluorophenyl)diazenyl)-3-methyl-2,3-dihydro-4H-benzo[4,5]imidazo[2,1-b][1,3]thiazin-4-one